F[C@H]1[C@@H]2CC[C@H](C[C@H]1N(C=1N=NC(=CC1)C1=CC=3C(NC=CC3S1)=O)C)N2C(=O)OC(C)(C)C tert-butyl (1S,2R,3R,5R)-2-fluoro-3-(methyl(6-(4-oxo-4,5-dihydrothieno[3,2-c]pyridin-2-yl)pyridazin-3-yl)amino)-8-azabicyclo[3.2.1]octane-8-carboxylate